NC1=C2C(=NC=N1)N(N=C2C)C(C)C2=C(C(=C(C#N)C(=C2)Cl)C2CN(C2)CC2CCOCC2)OCC 4-[1-(4-amino-3-methyl-1H-pyrazolo[3,4-d]pyrimidin-1-yl)ethyl]-6-chloro-3-ethoxy-2-[1-(tetrahydro-2H-pyran-4-ylmethyl)azetidin-3-yl]benzonitrile